N1C(=CC=C1C(=O)O)C(=O)O pyrrole-2,5-dicarboxylic acid